[2-(1H-indol-3-yl)ethyl]-2-[5-(trifluoromethyl)pyridin-3-yl]-5H,6H,7H,8H-pyrido[3,4-d]pyrimidin-4-amine N1C=C(C2=CC=CC=C12)CCC1CNCC=2N=C(N=C(C21)N)C=2C=NC=C(C2)C(F)(F)F